[Cl-].C(CCCCCCCCCCCCCCC)[N+](C)(C)C Hexadecyl-trimethyl-ammonium Chloride